S1C=NC2=C1C=CC(=C2)NC(=O)[C@H]2CN(CC2)S(=O)(=O)C=2C=C(C1=C(CCO1)C2)C (R)-N-(benzo[d]thiazol-5-yl)-1-((7-methyl-2,3-dihydrobenzofuran-5-yl)sulfonyl)pyrrolidine-3-carboxamide